(2-(2-hydroxyethyl)-4,5-dimethoxyphenyl)p-chlorobenzophenone OCCC1=C(C=C(C(=C1)OC)OC)C1=C(C(=O)C2=CC=C(C=C2)Cl)C=CC=C1